ClC=1C=C(C=CC1F)N(C(=O)[C@H]1N(S(N(C1)CC)(=O)=O)C1=NC(=CC(=C1)C(F)(F)F)C)C (S)-N-(3-Chloro-4-fluorophenyl)-5-ethyl-N-methyl-2-(6-methyl-4-(trifluoromethyl)pyridin-2-yl)-1,2,5-thiadiazolidine-3-carboxamide 1,1-dioxide